N-(tert-Butyldimethylsilyl)-2-(2-hydroxy-prop-2-yl)thiazole-5-sulfonamide [Si](C)(C)(C(C)(C)C)NS(=O)(=O)C1=CN=C(S1)C(C)(C)O